9-(2-Bromophenyl-3,4,5,6-d4)-9H-3,9'-bicarbazole BrC1=C(C(=C(C(=C1[2H])[2H])[2H])[2H])N1C2=CC=CC=C2C=2C=C(C=CC12)N1C2=CC=CC=C2C=2C=CC=CC12